(2R)-4-[(2S)-2-[[5-[5-[tert-butyl(dimethyl)silyl]oxy-1-tetrahydropyran-2-yl-indazol-3-yl]-3-pyridyl]oxy]propoxy]butan-2-ol [Si](C)(C)(C(C)(C)C)OC=1C=C2C(=NN(C2=CC1)C1OCCCC1)C=1C=C(C=NC1)O[C@H](COCC[C@@H](C)O)C